pyrrolo[1,2-a]quinoxalin C1=CC=C2N1C1=CC=CC=C1N=C2